(3R)-3-amino-5-[(4-chlorophenyl)methyl]-8-fluoro-7-[2-(2-hydroxy-2-methyl-propyl)tetrazol-5-yl]-1,1-dioxo-2,3-dihydro-1λ6,5-benzothiazepin-4-one Hydrogen Malate C(C(O)CC(=O)O)(=O)O.N[C@H]1CS(C2=C(N(C1=O)CC1=CC=C(C=C1)Cl)C=C(C(=C2)F)C=2N=NN(N2)CC(C)(C)O)(=O)=O